FC1=CC2=CC=CC(=C2CC1)OC 2-fluoro-5-methoxy-3,4-dihydronaphthalen